ClC=1C=C(C=CC1Cl)N1CC(N(CC1)C(=O)N1C(C=CC2=CC=CC=C12)=O)C(=O)N1CCC2(CC(C2)=O)CC1 (4-(3,4-dichlorophenyl)-2-(2-oxo-7-azaspiro[3.5]nonane-7-carbonyl)piperazine-1-carbonyl)quinolin-2(1H)-one